ClC1=CC=C(C=C1)N1C(N(C(C1=O)=CC1=CC(=C(C=C1)O)O)C)=[Se] 3-(4-chlorophenyl)-5-(3,4-dihydroxybenzylidene)-1-methyl-2-selenoxoimidazolidin-4-one